N-(2-((2R,4R)-4-fluoropyrrolidin-2-yl)ethyl)benzenesulfonamide hydrochloride Cl.F[C@@H]1C[C@H](NC1)CCNS(=O)(=O)C1=CC=CC=C1